5-[[4-[(2-guanidinoacetyl)amino]-3-methoxy-phenyl]sulfonylamino]thiazole-4-carboxylic acid N(C(=N)N)CC(=O)NC1=C(C=C(C=C1)S(=O)(=O)NC1=C(N=CS1)C(=O)O)OC